tert-butyl (((2R,5R)-5-((tert-butyldimethylsilyl)oxy)tetrahydro-2H-pyran-2-yl)methyl)carbamate [Si](C)(C)(C(C)(C)C)O[C@@H]1CC[C@@H](OC1)CNC(OC(C)(C)C)=O